C1(CC1)C1=NC=NC(=C1C=1N=CC2=C(N1)N(C(=C2)C2=NN(C=C2)C)S(=O)(=O)C2=CC=CC=C2)OC 2-(4-cyclopropyl-6-methoxypyrimidin-5-yl)-6-(1-methyl-1H-pyrazol-3-yl)-7-(phenylsulfonyl)-7H-pyrrolo[2,3-d]pyrimidine